C(CC)NC(=O)NCCC 1,3-dipropyl-urea